triphenylmethyl phenyl ether C1(=CC=CC=C1)OC(C1=CC=CC=C1)(C1=CC=CC=C1)C1=CC=CC=C1